OCCC(C1=NC=CC=C1)NC(=O)C1=CC2=CC=CC(=C2C=C1)C1=CC=C(C=C1)C(F)(F)F N-[3-hydroxy-1-(2-pyridyl)propyl]-5-[4-(trifluoromethyl)phenyl]naphthalene-2-carboxamide